pentaerythritol bis(2,4-dicumylphenyl)diphosphite C(C)(C)(C1=CC=CC=C1)C1=C(C=CC(=C1)C(C)(C)C1=CC=CC=C1)P(OP(O)(O)C1=C(C=C(C=C1)C(C)(C)C1=CC=CC=C1)C(C)(C)C1=CC=CC=C1)(O)O.OCC(CO)(CO)CO